C[C@@H]1O[C@@H](CN([C@@H]1CNC1=NC=C(C=C1)C(F)(F)F)C(=O)C=1N=CN(C1C1=NC=C(C=N1)F)C)C ((2S,3R,6R)-2,6-Dimethyl-3-(((5-(trifluoromethyl)pyridin-2-yl)amino)methyl)morpholino)(5-(5-fluoropyrimidin-2-yl)-1-methyl-1H-imidazol-4-yl)methanone